[I].CNC(C1=CC=C(C=C1)CN1C(NC2=C1C=CC=C2)=O)=O n-methyl-4-((2-oxo-2,3-dihydro-1H-benzo[d]imidazol-1-yl)methyl)benzamide iodine